4-(trifluoromethyl)-6-[[1-[4-[5-(trifluoromethyl)pyrimidin-2-yl]piperazine-1-carbonyl]-2-oxabicyclo[2.1.1]hexan-4-yl]amino]-2-(2-trimethylsilylethoxymethyl)pyridazin-3-one FC(C=1C(N(N=C(C1)NC12COC(C1)(C2)C(=O)N2CCN(CC2)C2=NC=C(C=N2)C(F)(F)F)COCC[Si](C)(C)C)=O)(F)F